NC=1C=C(C(=NC1)C)C1=C2CCN(C(C2=CC(=C1)CCN(C)CC)=O)[C@@H](C)C1=NC=C(C#N)C(=C1)OCC (S)-6-(1-(5-(5-amino-2-methylpyridin-3-yl)-7-(2-(ethyl(methyl)amino)ethyl)-1-oxo-3,4-dihydroisoquinolin-2(1H)-yl)ethyl)-4-ethoxynicotinonitrile